[(2S)-1-amino-3-(3-fluorophenyl)propan-2-yl]-5-chloro-4-(4-chloro-1-methyl-1H-pyrazol-5-yl)thiophene-2-carboxamide hydrochloride Cl.NC[C@@H](CC1=CC(=CC=C1)F)C1=C(SC(=C1C1=C(C=NN1C)Cl)Cl)C(=O)N